O=C1NC=2N(C3(C1)CCC3)N=C(C2C#N)C2=CC=C3C=CC(=NC3=C2)C2=NC=CC=C2 5'-Oxo-2'-(2-(pyridin-2-yl)quinolin-7-yl)-5',6'-dihydro-4'H-spiro[cyclobutane-1,7'-pyrazolo[1,5-a]pyrimidine]-3'-carbonitrile